6-(2,4-dimethylthiazol-5-yl)-2-(piperidin-4-ylmethyl)pyridazin-3(2H)-one CC=1SC(=C(N1)C)C=1C=CC(N(N1)CC1CCNCC1)=O